8-methyl-2-(4-methylbenzyl)-N-(1,2-oxazol-3-ylmethyl)-4,5-dihydro-2H-furo[2,3-g]indazole-7-carboxamide CC1=C(OC=2CCC3=CN(N=C3C21)CC2=CC=C(C=C2)C)C(=O)NCC2=NOC=C2